5-Cyano-N-(3-(furan-3-yl)-1H-indazol-5-yl)-1-methyl-1H-imidazole-2-carboxamide C(#N)C1=CN=C(N1C)C(=O)NC=1C=C2C(=NNC2=CC1)C1=COC=C1